(9-benzyl-3-(phenylsulfonyl)-3,9-diazabicyclo[3.3.1]nonane-7,7-diyl)dimethanol C(C1=CC=CC=C1)N1C2CN(CC1CC(C2)(CO)CO)S(=O)(=O)C2=CC=CC=C2